2-(1-(4-bromophenyl)-2-(phenylselanyl)ethyl)benzo[d]isothiazol-3(2H)-one 1,1-dioxide BrC1=CC=C(C=C1)C(C[Se]C1=CC=CC=C1)N1S(C2=C(C1=O)C=CC=C2)(=O)=O